(4-(4-hydroxybutyl)-1-oxoisoindolin-2-yl)piperidine-2,6-dione OCCCCC1=C2CN(C(C2=CC=C1)=O)N1C(CCCC1=O)=O